1-(4-(4-((1-isopropyl-3-methyl-1H-pyrazol-4-yl)amino)pyrimidin-2-yl)phenyl)imidazolidin-2-one C(C)(C)N1N=C(C(=C1)NC1=NC(=NC=C1)C1=CC=C(C=C1)N1C(NCC1)=O)C